IC1=C(C2=C(N=CN=C2N)N1C)C1=CC=C(C=C1)OC 6-iodo-5-(4-methoxyphenyl)-7-methyl-7H-pyrrolo[2,3-d]pyrimidin-4-amine